tricyclo[5.2.1.02,6]decane-8-ylvinyl ether C12C3CCCC3C(C(C1)OC=C)C2